FC(C1=C(CN2C(C3=NN(C(=C3C2)C2=C3C(=CNC3=CC=C2)C)C2=C(C=CC=C2CC)CC)(C)C)C=CC(=C1)C(F)(F)F)(F)F 4-(5-(2,4-bis(trifluoromethyl)benzyl)-2-(2,6-diethylphenyl)-6,6-dimethyl-2,4,5,6-tetrahydropyrrolo[3,4-c]pyrazol-3-yl)-3-methyl-1H-indole